FC1=C(C=C(C(=C1)C)B1OC(C(O1)(C)C)(C)C)NC(C1=CC(=NC=C1)C(F)(F)F)=O N-(2-fluoro-4-methyl-5-(4,4,5,5-tetramethyl-1,3,2-dioxaborolan-2-yl)phenyl)-2-(trifluoromethyl)isonicotinamide